1,3,4-trimethylbenzene CC1=CC(=C(C=C1)C)C